ClC1=NC(=CC(=N1)N1C[C@@]2(C([C@@]2(C1)C)\C=C\OC)C)C(F)(F)F (1R,5S,6S)-3-(2-chloro-6-(trifluoromethyl)pyrimidin-4-yl)-6-((E)-2-methoxyvinyl)-1,5-dimethyl-3-azabicyclo[3.1.0]hexane